(Tert-Butoxycarbonyl)(8-(4,4-difluoropiperidin-1-yl)imidazo[1,2-a]pyridin-6-yl)carbamic acid tert-butyl ester C(C)(C)(C)OC(N(C=1C=C(C=2N(C1)C=CN2)N2CCC(CC2)(F)F)C(=O)OC(C)(C)C)=O